OC1=C(C(=CC(=C1)O)OC)C(C)=O 1-(2,4-dihydroxy-6-methoxyphenyl)ethanone